1-methylimidazolidine lithium [Li].CN1CNCC1